C(C1=CC=CC=C1)N1CN(CC=C1)CC1=CC=CC=C1 1,3-dibenzylpyrimidine